FC1=CC=C(C=C1)C(C)C=1C(=NC(=C(N1)C=1OC(=CN1)C)C)NCCN1CCCC1 3-(1-(4-fluorophenyl)ethyl)-6-methyl-5-(5-methyloxazol-2-yl)-N-(2-(pyrrolidin-1-yl)ethyl)pyrazin-2-amine